Cl.S1C(=CC=C1)C=1C=C(C=C(C1)CNCCCNCCCN)CNCCCNCCCN N1,N1'-((5-(thiophen-2-yl)-1,3-phenylene)bis(methylene))bis(N3-(3-aminopropyl)propane-1,3-diamine), hydrochloride salt